OC(CCC(=O)SCCNC(CCNC([C@@H](C(COP(OP(OC[C@@H]1[C@H]([C@H]([C@@H](O1)N1C=NC=2C(N)=NC=NC12)O)OP(=O)(O)O)(=O)O)(=O)O)(C)C)O)=O)=O)CCO 4,6-dihydroxyhexanoyl-CoA